[AlH3].[Mo].[Mo].[Mo] molybdenum aluminide